1-Bromo-5-(1,1-difluoroethyl)-2-methyl-3-nitrobenzene BrC1=C(C(=CC(=C1)C(C)(F)F)[N+](=O)[O-])C